(2R,3S,4R,5R,6R)-2-allyl-6-(hydroxymethyl)tetrahydro-2H-pyran-3,4,5-triyl triacetate C(C)(=O)O[C@H]1[C@H](O[C@@H]([C@H]([C@@H]1OC(C)=O)OC(C)=O)CO)CC=C